N-[4-[2-(2-chlorophenyl)-6-oxo-1H-pyridin-4-yl]-2-pyridinyl]-2-methoxy-acetamide ClC1=C(C=CC=C1)C=1NC(C=C(C1)C1=CC(=NC=C1)NC(COC)=O)=O